ClC=1C=C(OCC(=O)N)C=C(C1CC1=CC(=C(C=C1)O)C1=NC=CC=C1)Cl 2-(3,5-dichloro-4-(4-hydroxy-3-(pyridin-2-yl)benzyl)phenoxy)acetamide